C1(CCCC1)N(C(C)=O)C1=CC(=C(CC=2C=CC(=C(C(=O)NCCOC)C2)C)C=C1)C 5-(4-(N-Cyclopentylacetamido)-2-methylbenzyl)-N-(2-methoxyethyl)-2-methylbenzamide